CS(=O)(=O)C=1C=C2C(=CC(N(C2=CC1)C)=O)N1CCC(CC1)C1=CC=C(C=C1)OC 6-(methanesulfonyl)-4-[4-(4-methoxyphenyl)piperidin-1-yl]-1-methyl-2-oxo-1,2-dihydroquinoline